2,3-diiodobutane IC(C)C(C)I